ethylene glycol mono-n-pentyl ether C(CCCC)OCCO